methyl 1-((4-ethoxy-3-(1-methyl-7-oxo-3-propyl-6,7-dihydro-1H-pyrazolo[4,3-d]pyrimidin-5-yl)phenyl)amino)cyclobutane-1-carboxylate C(C)OC1=C(C=C(C=C1)NC1(CCC1)C(=O)OC)C=1NC(C2=C(N1)C(=NN2C)CCC)=O